6-chloro-N-(2-fluoro-4-((7-fluoro-1-methyl-1H-benzo[d][1,2,3]triazol-5-yl)oxy)-3-methylphenyl)pyrido[3,2-d]pyrimidin-4-amine ClC=1C=CC=2N=CN=C(C2N1)NC1=C(C(=C(C=C1)OC1=CC2=C(N(N=N2)C)C(=C1)F)C)F